O1C=NC(C12C=C1C=CC=CC1=C2)=O SPIRO[INDENE-2,5'-[1,3]OXAZOL]-4'-ONE